C1(CC1)C=1N=CC=2N(C1)C(=NC2)C(F)F 6-cyclopropyl-3-(difluoromethyl)imidazo[1,5-a]pyrazine